C(CCC)OCCCO 1,3-propyleneglycol e-monobutyl ether